FC1=C(C=CC=C1[N+](=O)[O-])CNCC1=NC=C(C=C1O)O 2-({[(2-fluoro-3-nitrophenyl)methyl]amino}methyl)pyridine-3,5-diol